2-((3-(2,6-dioxopiperidin-3-yl)-1-methyl-1H-indazol-6-yl)oxy)-N-(thiazol-2-yl-methyl)acetamide O=C1NC(CCC1C1=NN(C2=CC(=CC=C12)OCC(=O)NCC=1SC=CN1)C)=O